4-(((tert-butyldimethylsilyl)oxy)methyl)-2-morpholinothiazole-5-carboxylic acid ethyl ester C(C)OC(=O)C1=C(N=C(S1)N1CCOCC1)CO[Si](C)(C)C(C)(C)C